COC1=C(CC(N)C)C=C(C(=C1OC)OC)OC 2,3,4,5-tetra-methoxyamphetamine